C(C)OC(=O)C1=C(SC=C1)C=O 2-formylthiophene-3-carboxylic acid ethyl ester